N-((3-METHYLPIPERIDIN-3-YL)METHYL)METHANESULFONAMIDE CC1(CNCCC1)CNS(=O)(=O)C